C1(=CC=CC=C1)N1C=NN=C1C1=CC=C(C=C1)CCCC 4-phenyl-5-(4-butylphenyl)-1,2,4-triazole